NC=1C=C(C=C(C1)C(F)(F)F)[C@@H](C)NC(=O)C1=CN(C(C=C1)=O)C1=CC(=CC=C1)C1OCCC1 N-[(1R)-1-[3-amino-5-(trifluoromethyl)phenyl]ethyl]-6-oxo-1-(3-tetrahydrofuran-2-ylphenyl)pyridine-3-carboxamide